C(C1CO1)C1(CC(C(CC1CN)CN)(CC1CO1)CC1CO1)CC1CO1 tetraglycidyl-1,3-diaminomethyl-cyclohexane